1,2-Dieicosanoyl-sn-glycerol C(CCCCCCCCCCCCCCCCCCC)(=O)OC[C@@H](OC(CCCCCCCCCCCCCCCCCCC)=O)CO